2-Ethyl-4-(1-(4-(trifluoromethoxy)phenyl)-1H-1,2,4-triazol-3-yl)aniline C(C)C1=C(N)C=CC(=C1)C1=NN(C=N1)C1=CC=C(C=C1)OC(F)(F)F